3,8-dichlorophenanthroline ClC=1C=NC2=C3N=CC(=CC3=CC=C2C1)Cl